CC1=C(C(=C(C(=O)O)C=C1Cl)Cl)N methyl-3-amino-2,5-dichlorobenzoic acid